COC1=NC2=CC=CC=C2C=C1C1=CN=C(N1)[C@H](CCCCCC(CC)=O)NC(=O)[C@@H]1CC12CN(CCC2)C (1R)-N-((S)-1-(5-(2-Methoxychinolin-3-yl)-1H-imidazol-2-yl)-7-oxononyl)-5-methyl-5-azaspiro[2.5]octan-1-carboxamid